OC1=C(C=CC(=C1)C=CC1=CC(=CC(=C1)O)O)[O-].NC(N)(N)CCC triaminomethyl-propane 2-hydroxy-4-[2-(3,5-dihydroxyphenyl)ethenyl]phenolate